FC1=C(OC=2N=CC(=NC2)NC(C(C)N2CC(NCC2)(C)C)=O)C=CC(=C1)F N-[5-(2,4-difluorophenoxy)pyrazin-2-yl]-2-(3,3-dimethylpiperazin-1-yl)propanamide